C(C)(C)(C)[Si]1(C(C1C)C)C(C)(C)C 1,1-di-tert-butyl-2,3-dimethylsilirane